C1(=C2N(C=N1)CCC2)[C@H](C(=O)NC=2SC=CN2)N2C(C1=CC(=CC(=C1C2)C(F)(F)F)I)=O |r| (2RS)-2-(6,7-dihydro-5H-pyrrolo[1,2-c]imidazol-1-yl)-2-[6-iodo-1-oxo-4-(trifluoromethyl)isoindol-2-yl]-N-thiazol-2-yl-acetamide